(R)-4-{7-[4-(2-(2,4-dimethyl-3-oxopiperazin-1-yl)ethoxy)phenyl]isoquinolin-3-yl}-6-methyl-1H-pyrrolo[2,3-c]pyridin-7(6H)-one C[C@H]1N(CCN(C1=O)C)CCOC1=CC=C(C=C1)C1=CC=C2C=C(N=CC2=C1)C=1C2=C(C(N(C1)C)=O)NC=C2